N-methyl-2-((methyl-d3)(2-oxo-4-(o-tolyl)-2H-chromen-7-yl)amino)acetamide CNC(CN(C1=CC=C2C(=CC(OC2=C1)=O)C1=C(C=CC=C1)C)C([2H])([2H])[2H])=O